((2S,3S)-1-((2-Acetylphenyl)amino)-3-methyl-1-oxopent-2-yl)carbamic acid tert-butyl ester C(C)(C)(C)OC(N[C@H](C(=O)NC1=C(C=CC=C1)C(C)=O)[C@H](CC)C)=O